O=C(CN1C=2C(NC(NC2N(CC1=O)C[C@@H]([C@@H]([C@@H](CO)O)O)O)=O)=O)CCC 5-(2-Oxopentyl)-8-[(2S,3S,4R)-2,3,4,5-tetrahydroxypentyl]-1,5,7,8-tetrahydropteridine-2,4,6(3H)-trione